(2S,4R)-1-[(2R)-3-(11-bromoundecylsulfanyl)-2-[(1-fluorocyclopropanecarbonyl)amino]-3-methyl-butanoyl]-4-hydroxy-N-[[4-(4-methylthiazol-5-yl)phenyl]methyl]pyrrolidine-2-carboxamide BrCCCCCCCCCCCSC([C@@H](C(=O)N1[C@@H](C[C@H](C1)O)C(=O)NCC1=CC=C(C=C1)C1=C(N=CS1)C)NC(=O)C1(CC1)F)(C)C